(R)-2-(methyldiphenylsilyl)-1-((R)-pyrrolidin-2-yl)ethanol C[Si](C[C@H](O)[C@@H]1NCCC1)(C1=CC=CC=C1)C1=CC=CC=C1